OC1=C2C=CC(OC2=CC(=C1C(=O)NCCCCCCCCC)CCCCC)(CCC=C(C)C)C 5-hydroxy-2-methyl-2-(4-methylpent-3-en-1-yl)-N-nonyl-7-pentyl-2H-chromen-6-carboxamide